7-(4-(4-(benzo[b]thiophen-4-yl)piperazin-1-yl)butoxy)-1-benzoyl-3,4-dihydroquinolin-2(1H)-one S1C2=C(C=C1)C(=CC=C2)N2CCN(CC2)CCCCOC2=CC=C1CCC(N(C1=C2)C(C2=CC=CC=C2)=O)=O